N-{2-[(3S,4R)-3-fluoro-4-methoxypiperidin-1-yl]pyrimidin-4-yl}-8-[3-(methanesulfonylmeth-yl)azetidin-1-yl]-5-(propan-2-yl)isoquinolin-3-amine F[C@H]1CN(CC[C@H]1OC)C1=NC=CC(=N1)NC=1N=CC2=C(C=CC(=C2C1)C(C)C)N1CC(C1)CS(=O)(=O)C